FC1CCN(CC1)CCN(C(=O)C1=CC2=C(S1)C(=CC=C2OC)C2=CC=NN2C)CCC(=O)NC N-(2-(4-fluoropiperidin-1-yl)ethyl)-4-methoxy-7-(1-methyl-1H-pyrazol-5-yl)-N-(3-(methylamino)-3-oxopropyl)benzo[b]thiophene-2-carboxamide